NC1CC2CCC(C1)C2NC2=NC(=NC=C2C(F)(F)F)NC=2C=CC(=NC2)C(=O)N 5-((4-((3-Aminobicyclo[3.2.1]octan-8-yl)amino)-5-trifluoromethylpyrimidin-2-yl)amino)picolinamide